3-[(3-methacrylamidopropyl)dimethylammonio]propane-1-sulfonate C(C(=C)C)(=O)NCCC[N+](CCCS(=O)(=O)[O-])(C)C